C(C=C)(=O)N1CCN(CC1)C1CN(C1)C1=CC(=NC(=C1C#N)C(F)(F)F)N1CCC2(C(=CCO2)C)CC1 4-(3-(4-Acryloylpiperazin-1-yl)azetidin-1-yl)-6-(4-methyl-1-oxa-8-azaspiro[4.5]dec-3-en-8-yl)-2-(trifluoromethyl)nicotinonitrile